(S)-1-(4-(((7-fluorobenzo[d]thiazol-2-yl)(4-methoxyphenethyl)amino)-methyl)phenyl)pyrrolidine-3-carboxylic acid FC1=CC=CC=2N=C(SC21)N(CCC2=CC=C(C=C2)OC)CC2=CC=C(C=C2)N2C[C@H](CC2)C(=O)O